6-(1-acetyl-3-(fluoromethyl)pyrrolidin-3-yl)-4-(((R)-1-(3-(difluoromethyl)-2-fluorophenyl)ethyl)amino)-8-methoxy-2-methylpyrido[4,3-d]pyrimidine-7(6H)-one C(C)(=O)N1CC(CC1)(CF)N1C=C2C(N=C(N=C2N[C@H](C)C2=C(C(=CC=C2)C(F)F)F)C)=C(C1=O)OC